The molecule is an indolyl carbohydrate that is the beta-D-glucuronide of indoxyl in which the indole moiety is substituted at positions 4 and 5 by chlorine and bromine, respectively It has a role as a chromogenic compound. It is an organochlorine compound, an organobromine compound, an indolyl carbohydrate, a beta-D-glucosiduronic acid and a monosaccharide derivative. It derives from an indoxyl. C1=CC(=C(C2=C1NC=C2O[C@H]3[C@@H]([C@H]([C@@H]([C@H](O3)C(=O)O)O)O)O)Cl)Br